2-amino-2-propyl-1-pentanol NC(CO)(CCC)CCC